COCCOC=1C=C2CCN(CC2=C(C1)NC)C(=O)OC(C)(C)C tert-butyl 6-(2-methoxyethoxy)-8-(methylamino)-3,4-dihydroisoquinoline-2(1H)-carboxylate